2,5-diphenyl-para-xylene C1(=CC=CC=C1)C1=C(C=C(C(=C1)C)C1=CC=CC=C1)C